P(OCCCCC)(OCCCCC)O di-pentyl hydrogen phosphite